Cl.C1(CC1)C(N)C12CC(C1)(C2)C2=CC=C(C=C2)F cyclopropyl(3-(4-fluorophenyl)bicyclo[1.1.1]pentan-1-yl)methanamine hydrochloride